OC1(CC1)CC=1C(=NC=CC1)C1=CC(=NC=C1)C(=O)N ((1-hydroxycyclopropyl)methyl)-[2,4'-bipyridine]-2'-carboxamide